N-[2-[2-[[1-[1-(2,6-dioxo-3-piperidyl)-3-methyl-2-oxo-benzoimidazol-4-yl]-4-piperidyl]-methyl-amino]ethyl]-6-methoxy-indazol-5-yl]pyrazolo[1,5-a]pyrimidine-3-carboxamide O=C1NC(CCC1N1C(N(C2=C1C=CC=C2N2CCC(CC2)N(CCN2N=C1C=C(C(=CC1=C2)NC(=O)C=2C=NN1C2N=CC=C1)OC)C)C)=O)=O